(Z)-2-(3-cyclopropylmethoxy-4-methoxyphenyl)-3-(2,6-dimethyl-4-carbonylpyridin-1(4H)-yl)-acrylic acid methyl ester COC(\C(=C/N1C(=CC(C=C1C)=C=O)C)\C1=CC(=C(C=C1)OC)OCC1CC1)=O